(R)-2-(2-(5-chloro-4-((1-(2,4-dichlorophenyl)ethyl)amino)-6-methylpyrimidin-2-yl)-2,6-diazaspiro[3.5]non-6-yl)acetic acid ClC=1C(=NC(=NC1C)N1CC2(C1)CN(CCC2)CC(=O)O)N[C@H](C)C2=C(C=C(C=C2)Cl)Cl